5-methylbenzimidazole bromide salt [Br-].CC1=CC2=C(N=CN2)C=C1